FC1=C(C=NC=C1)C1=CC(=NC(=N1)N)N 6-(4-fluoro-3-pyridyl)-2,4-diaminopyrimidine